[1,1'-biphenyl]-4-yl(4-bromo-2,5-dimethylthiophen-3-yl)methanone C1(=CC=C(C=C1)C(=O)C1=C(SC(=C1Br)C)C)C1=CC=CC=C1